C(=O)(O)C(O)C(O)C(=O)O.CC(=O)NC(=O)C diacetamide tartrate